C(C)C(N(C1=CC=CC=C1)C)C(=O)[O-] Ethylmethylphenyl-glycinat